3-(difluoromethoxy)-4-[5-(difluoromethyl)-2-methyl-4-methylsulfinyl-phenyl]-1H-pyrazolo[3,4-c]pyridine-5-carbonitrile FC(OC1=NNC2=CN=C(C(=C21)C2=C(C=C(C(=C2)C(F)F)S(=O)C)C)C#N)F